(2S,2'S)-3,3'-(((((2-(3-((S)-2-carboxy-2-((R)-pyrrolidin-3-yl)ethyl)phenoxy)acetyl)azanediyl)bis(ethane-2,1-diyl))bis(oxy))bis(3,1-phenylene))bis(2-((R)-pyrrolidin-3-yl)propionic acid) C(=O)(O)[C@@H](CC=1C=C(OCC(=O)N(CCOC=2C=C(C=CC2)C[C@H](C(=O)O)[C@@H]2CNCC2)CCOC=2C=C(C=CC2)C[C@H](C(=O)O)[C@@H]2CNCC2)C=CC1)[C@@H]1CNCC1